COC1=CC=2C(=C3C(=NC2C=C1OCCCN1CCCC1)CCC3)N[C@@H]3CN(CCOC3)C (6R)-N-{7-methoxy-6-[3-(pyrrolidin-1-yl)propoxy]-1H,2H,3H-cyclopenta[b]quinolin-9-yl}-4-methyl-1,4-oxazepan-6-amine